tert.-Butyloxypivalate C(C)(C)(C)OCC(C(=O)[O-])(C)C